C(C(=C)C)(=O)SC1=CC=CC2=CC(=CC=C12)SC(C(=C)C)=O 1,6-bis(methacryloylthio)naphthalene